tetradecamethylenebistrimellitic amide C(C=1C(C(=O)O)=C(C(C(=O)O)=CC1)CCCCCCCCCCCCCCC1=C(C(C(=O)N)=CC=C1C(=O)O)C(=O)O)(=O)N